C(CC=C)C1(CN(C1)C(=O)OC(C)(C)C)C(=O)OC O1-tert-butyl O3-methyl 3-but-3-enylazetidine-1,3-dicarboxylate